NC1=NC=2C=NC(=CC2C2=C1[C@H](OC2)C)C(=O)N2[C@H](COC[C@H]2C)C=2N=NC(=CC2)OC(F)F ((3R)-4-amino-3-methyl-1,3-dihydrofuro[3,4-c][1,7]naphthyridin-8-yl)((3S,5R)-3-(6-(difluoromethoxy)-3-pyridazinyl)-5-methyl-4-morpholinyl)methanone